NC1=NC=NN2C1=C(C=C2C=2C=C(C(=NC2)OC)C(=O)N[C@@H]2CN(C[C@@H]2F)C(=O)C2COC2)C(F)(F)F 5-[4-amino-5-(trifluoromethyl)pyrrolo[2,1-f][1,2,4]triazin-7-yl]-N-[(3R,4S)-4-fluoro-1-(oxetane-3-carbonyl)pyrrolidin-3-yl]-2-methoxypyridine-3-carboxamide